CC1=NC(=CC(=N1)NC=1C=C2C(=CN=C(C2=CN1)NC)C=1OC2=C(N1)C=C(C=C2)N2CCOCC2)C N6-(2,6-dimethylpyrimidin-4-yl)-N1-methyl-4-(5-morpholinobenzo[d]oxazol-2-yl)-2,7-naphthyridine-1,6-diamine